NC1=C(C2=C(S1)C(=CC=C2C=2C1=C(C=3C=NC(=NC3C2Cl)OCC2(CC2)CN2CCC(CC2)=C(F)F)COC1)F)C#N (S)-2-Amino-4-(5-chloro-3-((1-((4-(difluoromethylidene)piperidin-1-yl)methyl)cyclopropyl)methoxy)-7,9-dihydrofuro[3,4-f]quinazolin-6-yl)-7-fluorobenzo[b]thiophene-3-carbonitrile